CC1=C(C=CC=C1OCCCN1CCC2(CCCC(N2)=O)CC1)C=1C(=C(C=CC1)C=1SC=2CNCCC2N1)C#N 2'-methyl-3'-(3-(2-oxo-1,9-diazaspiro[5.5]undec-9-yl)propoxy)-3-(4,5,6,7-tetrahydrothiazolo[5,4-c]pyridin-2-yl)-[1,1'-biphenyl]-2-carbonitrile